ClC1=CC(=C(C=C1)C1=NC(=NC=2C(NN=CC21)=O)N2CC(OC(C2)C=2C=NN(C2)C2CC2)C2CC2)F 4-(4-chloro-2-fluoro-phenyl)-2-[2-cyclopropyl-6-(1-cyclopropylpyrazol-4-yl)morpholin-4-yl]-7H-pyrimido[4,5-d]pyridazin-8-one